N-cyclopropyl-5-[5-(3,5-dichlorophenyl)-4,5-dihydro-5-(trifluoromethyl)-3-isoxazolyl]-2-oxo-2H-1-benzopyran-8-carboxamide C1(CC1)NC(=O)C1=CC=C(C=2C=CC(OC21)=O)C2=NOC(C2)(C(F)(F)F)C2=CC(=CC(=C2)Cl)Cl